2-[(6-methoxy-2-methyl-1,2,3,4-tetrahydroisoquinolin-7-yl)amino]-4-{[2-(methylsulfonyl)-1,2,3,4-tetrahydroisoquinolin-5-yl]amino}pyrimidine-5-carboxamide COC=1C=C2CCN(CC2=CC1NC1=NC=C(C(=N1)NC1=C2CCN(CC2=CC=C1)S(=O)(=O)C)C(=O)N)C